C(C)(C)(C)C=1C=C(C=C(C1O)C(C)(C)C)CCC(=O)N(CCCN)C(CCC1=CC(=C(C(=C1)C(C)(C)C)O)C(C)(C)C)=O N,N-bis(3,5-di-tert-butyl-4-hydroxyphenylpropionyl)trimethylenediamine